tert-butyl 4-(4-cyano-2-methyl-1,3-benzoxazol-7-yl)piperazine-1-carboxylate C(#N)C1=CC=C(C2=C1N=C(O2)C)N2CCN(CC2)C(=O)OC(C)(C)C